1-benzyl-3-bromo-quinolin-4-one C(C1=CC=CC=C1)N1C=C(C(C2=CC=CC=C12)=O)Br